C12CCC(CC1)N2CC(=O)NC=2N=CC1=CC=C(C=C1C2)C2=CN=CN2C 2-(7-azabicyclo[2.2.1]heptan-7-yl)-N-(6-(1-methyl-1H-imidazol-5-yl)isoquinolin-3-yl)acetamide